CN(C1=C2C(=NC=C1C(=O)OCC)NC=C2)[C@H]2CNCC[C@H]2C ethyl 4-(methyl ((3R,4R)-4-methylpiperidin-3-yl) amino)-1H-pyrrolo[2,3-b]pyridine-5-carboxylate